The molecule is an aromatic ether that is diphenyl ether substituted by a 2-hydroxy-1-(1H-1,2,4-triazol-1-yl)propan-2-yl group at position 1, trifluoromethyl group at position 2 and a chloro group at position 4. It is a member of monochlorobenzenes, a member of triazoles, a tertiary alcohol, an aromatic ether and a member of (trifluoromethyl)benzenes. CC(CN1C=NC=N1)(C2=C(C=C(C=C2)OC3=CC=C(C=C3)Cl)C(F)(F)F)O